CC1=C(SC(=C1)C1=CC=C(C=C1)N1CCNCC1)C(=O)N1C[C@H](CC1)NC(OC(C)(C)C)=O tert-butyl (S)-(1-(3-methyl-5-(4-(piperazin-1-yl)phenyl)thiophene-2-carbonyl)pyrrolidin-3-yl)carbamate